ClC=1C=NC(=NC1)C1=NN=C(O1)CN(C(CC1=C(C=C(C=C1)C)C(F)(F)F)=O)C1=CC=C(C=C1)F N-((5-(5-chloropyrimidin-2-yl)-1,3,4-oxadiazol-2-yl)methyl)-N-(4-fluorophenyl)-2-(4-methyl-2-(trifluoromethyl)phenyl)acetamide